4-(2-Hydroxypropan-2-yl)-N'-((3-methyl-2-(1-methylcyclopropyl)-6,7-dihydro-5H-cyclopenta[b]pyridin-4-yl)carbamoyl)thiophene-2-sulfonimidamide OC(C)(C)C=1C=C(SC1)S(=O)(N)=NC(NC1=C2C(=NC(=C1C)C1(CC1)C)CCC2)=O